C(=O)O.C(C)OC=1C=2N(C=C(N1)NC(=O)N1CCC=3C1=NC=CC3N3C[C@H](NCC3)C)N=C(N2)C (R)-N-(8-ethoxy-2-methyl-[1,2,4]triazolo[1,5-a]pyrazin-6-yl)-4-(3-methylpiperazin-1-yl)-2,3-dihydro-1H-pyrrolo[2,3-b]pyridine-1-carboxamide formate